C(C)(C)(C)OC(=O)NC1=C(C2=C(S1)C(=CC=C2C2=C(C=C1C(=NC(=NC1=C2F)Cl)N([C@H]2[C@H](N(CC2)C(=O)OC(C)(C)C)C)CC)Cl)F)C#N tert-butyl (2R,3R)-3-((7-((R)-2-((tert-butoxycarbonyl)amino)-3-cyano-7-fluorobenzo[b]thiophen-4-yl)-2,6-dichloro-8-fluoroquinazolin-4-yl)(ethyl)amino)-2-methylpyrrolidine-1-carboxylate